2-(Methylsulfanyl)-1-(2-(5-(p-tolyl)-1,3,4-oxadiazol-2-yl)piperidin-1-yl)propan-1-one CSC(C(=O)N1C(CCCC1)C=1OC(=NN1)C1=CC=C(C=C1)C)C